(R)-1-(1-(6,8-difluoro-1-oxo-1,2-dihydroisoquinolin-4-yl)ethyl)-3-(4-fluorophenyl)-1-(3-hydroxypropyl)urea FC=1C=C2C(=CNC(C2=C(C1)F)=O)[C@@H](C)N(C(=O)NC1=CC=C(C=C1)F)CCCO